COC1=CC=C(CC2C(NC(NC2=O)=O)=O)C=C1 5-(4-Methoxybenzyl)pyrimidine-2,4,6(1H,3H,5H)-trione